mono(4-tert-octyl phenyl) ether C(C)(C)(CC(C)(C)C)C1=CC=C(C=C1)OC1=CC=C(C=C1)C(C)(C)CC(C)(C)C